tert-butyl N-[3-[[(2S)-2-hydroxy-2-(3-pyridyl)ethyl]-[2-[6-(trifluoromethyl)-3-pyridyl]acetyl]amino]propyl]carbamate O[C@H](CN(CCCNC(OC(C)(C)C)=O)C(CC=1C=NC(=CC1)C(F)(F)F)=O)C=1C=NC=CC1